3-(benzyloxy)-4-cyclopropylisothiazole C(C1=CC=CC=C1)OC1=NSC=C1C1CC1